6-ethyl-5-(ethyl(methyl)amino)-3-((2-(2-(2-(methylamino)acetamido)ethyl)pyridin-4-yl)amino)pyrazine-2-carboxamide C(C)C1=C(N=C(C(=N1)C(=O)N)NC1=CC(=NC=C1)CCNC(CNC)=O)N(C)CC